tert-butyl (2S,6S)-4-[3-[(7-fluoro-2-methyl-indazol-5-yl)amino]-4-(hydroxymethyl)-1-tetrahydropyran-2-yl-indazol-6-yl]-2,6-dimethyl-piperazine-1-carboxylate FC1=CC(=CC2=CN(N=C12)C)NC1=NN(C2=CC(=CC(=C12)CO)N1C[C@@H](N([C@H](C1)C)C(=O)OC(C)(C)C)C)C1OCCCC1